2-(4-bromonaphthalen-2-yl)-4,7,8-triphenylbenzofuro[3,2-d]Pyrimidine BrC1=CC(=CC2=CC=CC=C12)C=1N=C(C2=C(N1)C1=C(O2)C=C(C(=C1)C1=CC=CC=C1)C1=CC=CC=C1)C1=CC=CC=C1